methyl 2,2-dimethyl-5,7-dihydroxy-4-oxo-2,3-dihydrobenzopyran-6-carboxylate CC1(OC2=C(C(C1)=O)C(=C(C(=C2)O)C(=O)OC)O)C